CS(=O)(=O)OC(CN1C(=C(C2=CC=CC=C12)C)C)CN1CCOCC1 1-(2,3-dimethyl-1H-indol-1-yl)-3-morpholinopropan-2-yl methanesulfonate